OCC=1C=C(C=CC1)NC(=O)NC1=CC(=CC=C1)F 1-(3-(hydroxymethyl)phenyl)-3-(3-fluorophenyl)urea